imidazole compound with carbazole C1=CC=CC=2C3=CC=CC=C3NC12.N1C=NC=C1